C(C=C)(=O)N1C[C@@H](CC[C@@H]1C)NC1=C2C(=NC=C1C(=O)OC(C)C)NC=C2 isopropyl 4-(((3R,6S)-1-acryloyl-6-methylpiperidin-3-yl)amino)-1H-pyrrolo[2,3-b]pyridine-5-carboxylate